bis(4,1-phenylene) bis(1,4-dihydropyridine-3,5-dicarboxylate) N1C=C2CC(=C1)C(=O)OC1=CC=C(C=C1)OC(=O)C=1CC(=CNC1)C(=O)OC1=CC=C(C=C1)OC2=O